4'-((2,3,5,6-tetrakis(4-methylphenoxy)-1,4-phenylene)bis(oxy))diphenol CC1=CC=C(OC2=C(C(=C(C(=C2OC2=CC=C(C=C2)C)OC2=C(C=CC=C2)O)OC2=CC=C(C=C2)C)OC2=CC=C(C=C2)C)OC2=C(C=CC=C2)O)C=C1